C(C)N1CCN(CC1)CCCNC 3-(4-ethylpiperazin-1-yl)-N-methylpropan-1-amine